(3S)-N-((1S)-2-((3-fluoro-4-(trimethylsilyl)phenyl)amino)-1-(4-methoxyphenyl)-2-oxoethyl)-5-oxopyrrolidine-3-carboxamide FC=1C=C(C=CC1[Si](C)(C)C)NC([C@H](C1=CC=C(C=C1)OC)NC(=O)[C@@H]1CNC(C1)=O)=O